N-(2-cyclohexyl-4-(1-ethylpiperidin-4-yl)phenyl)-5-methylisoxazole-3-carboxamide C1(CCCCC1)C1=C(C=CC(=C1)C1CCN(CC1)CC)NC(=O)C1=NOC(=C1)C